COC(C=CC(=O)O)OC 4,4-DIMETHOXY-BUT-2-ENOIC ACID